C=1N=CN2C1C(=CC=C2)C(=O)N2C[C@H]([C@@H](CC2)C2=CC=CC=C2)NC(=O)C2=CC1=C(N2)CCOC1 N-((3S,4S)-1-(imidazo[1,5-a]pyridine-8-carbonyl)-4-phenylpiperidin-3-yl)-1,4,6,7-tetrahydropyrano[4,3-b]pyrrole-2-carboxamide